BrC1=CC(=NC=C1)CC(C)(O)C 1-(4-bromopyridin-2-yl)-2-methylpropan-2-ol